(R)-5-((1,3-Dioxolan-2-yl)methyl)-2-methyl-N-(1-(2-methyl-3-(trifluoromethyl)phenyl)ethyl)-6-vinylpyrimidin-4-amine O1C(OCC1)CC=1C(=NC(=NC1C=C)C)N[C@H](C)C1=C(C(=CC=C1)C(F)(F)F)C